2-(ethylsulfanyl)-6-hydroxy-5-methoxy-3H-pyrimidin-4-one C(C)SC1=NC(=C(C(N1)=O)OC)O